6-(((S)-2-isopropyl-4-methylpiperazin-1-yl)methyl)-2-(3-((S)-((1S,3S)-3-methoxycyclobutyl)(4-methyl-4H-1,2,4-triazol-3-yl)methyl)phenyl)-4-(trifluoromethyl)isoindolin-1-one C(C)(C)[C@@H]1N(CCN(C1)C)CC1=CC(=C2CN(C(C2=C1)=O)C1=CC(=CC=C1)[C@@H](C1=NN=CN1C)C1CC(C1)OC)C(F)(F)F